4-cyclopropyl-5-methoxy-2-(3-((tetrahydro-2H-pyran-2-yl)oxy)prop-1-yn-1-yl)pyrimidine C1(CC1)C1=NC(=NC=C1OC)C#CCOC1OCCCC1